C(C1=CC=CC=C1)SC1=C(C=C(C=C1)N)OC 4-(benzylthio)-3-methoxybenzenamine